methyl (s)-(1-((5-bromo-3-methoxypyridin-2-yl)methyl)-7-((1-((tert-butyldiphenylsilyl)oxy)hexan-3-yl)amino)-3-iodo-1H-pyrazolo[4,3-d]pyrimidin-5-yl)carbamate BrC=1C=C(C(=NC1)CN1N=C(C=2N=C(N=C(C21)N[C@H](CCO[Si](C2=CC=CC=C2)(C2=CC=CC=C2)C(C)(C)C)CCC)NC(OC)=O)I)OC